2-(4-benzyl-1-piperazinyl)acethydrazide C(C1=CC=CC=C1)N1CCN(CC1)CC(=O)NN